styrenesulfonic acid acrylamide C(C=C)(=O)N.C(=CC1=CC=CC=C1)S(=O)(=O)O